N-[3-iodo-6-(trifluoromethyl)pyrazolo[1,5-a]pyridin-2-yl]acetamide IC=1C(=NN2C1C=CC(=C2)C(F)(F)F)NC(C)=O